5a-(4-bromophenyl)-8,8a-dihydroxy-1-methoxy-6-phenyl-7-(pyrrolidin-1-ylmethyl)-5a,7,8,8a-tetrahydro-6H-cyclopenta[4,5]furo[3,2-c]pyridine-3-carbonitrile BrC1=CC=C(C=C1)C12C(C=3C(=NC(=CC3O1)C#N)OC)(C(C(C2C2=CC=CC=C2)CN2CCCC2)O)O